(E)-2-(but-2-en-2-yl)-4-(2,5-difluorophenyl)pyridin-3-amine C/C(=C\C)/C1=NC=CC(=C1N)C1=C(C=CC(=C1)F)F